[N-]=C=O.CCCCCC.CCCCCC.CCCCCC trihexane isocyanate